C(C)(C)(C)OC(NCC1=CC(=C(C=C1)F)Br)=O 3-bromo-4-fluorobenzyl-carbamic acid tert-butyl ester